ClC1=CC(=NC=C1)NC1=CC=C(C(=N1)C(=O)N1[C@H](CCC(C1)(F)F)CNC(C)=O)C (R)-N-((1-(6-((4-chloropyridin-2-yl)amino)-3-methylpyridine-2-carbonyl)-5,5-difluoropiperidine-2-yl)methyl)acetamide